3,3'-bis(7-carboxyheptyloxy)-4,4'-benzidine C(=O)(O)CCCCCCCOC=1C=C(C=CC1N)C1=CC(=C(N)C=C1)OCCCCCCCC(=O)O